pentaerythritol tetra(4-hydroxy-3,5-di-tertiary butyl phenylpropionate) OC1=C(C=C(C=C1C(C)(C)C)C(C(=O)OCC(COC(C(C)C1=CC(=C(C(=C1)C(C)(C)C)O)C(C)(C)C)=O)(COC(C(C)C1=CC(=C(C(=C1)C(C)(C)C)O)C(C)(C)C)=O)COC(C(C)C1=CC(=C(C(=C1)C(C)(C)C)O)C(C)(C)C)=O)C)C(C)(C)C